2-CYCLOPROPYL-2-OXOACETALDEHYDE C1(CC1)C(C=O)=O